dichloro[1,3-bis(2,4,6-trimethyl-phenyl)-2-imidazolidinylidene][(tricyclohexylphosphoranyl)methylidene]ruthenium(II) tetrafluoroborate F[B-](F)(F)F.Cl[Ru-4](=CP(C1CCCCC1)(C1CCCCC1)C1CCCCC1)(=C1N(CCN1C1=C(C=C(C=C1C)C)C)C1=C(C=C(C=C1C)C)C)Cl